2-Hexyldecyl 7-{[3-(dimethylamino)propoxy]amino}heptadecanoate CN(CCCONC(CCCCCC(=O)OCC(CCCCCCCC)CCCCCC)CCCCCCCCCC)C